The molecule is an amino acid betaine that is L-proline zwitterion in which both of the hydrogens attached to the nitrogen are replaced by methyl groups. It has a role as a food component, a plant metabolite and a human blood serum metabolite. It is a N-methyl-L-alpha-amino acid, an alkaloid and an amino-acid betaine. It derives from a L-prolinium. It is a conjugate base of a N,N-dimethyl-L-prolinium. It is an enantiomer of a D-proline betaine. C[N+]1(CCC[C@H]1C(=O)[O-])C